oxirane-2-amine O1C(C1)N